NC=1N=CC2=C(N1)SC(=C2)C(=O)O aminothieno[2,3-d]pyrimidine-6-carboxylic acid